3-bromo-3',5'-di-tert-butyl-5-fluoro-1,1'-biphenyl BrC=1C=C(C=C(C1)F)C1=CC(=CC(=C1)C(C)(C)C)C(C)(C)C